N1CCC(CC1)OCC#CC1=CC=C2C(=CN=CC2=C1)N1C(NC(CC1)=O)=O 1-[7-[3-(4-piperidinyloxy)prop-1-ynyl]-4-isoquinolinyl]hexahydropyrimidine-2,4-dione